NC1=CC=C(C(=C1/C=C/C(=O)OCC)F)SCC1=CC=CC=C1 ETHYL (E)-3-(6-AMINO-3-(BENZYLTHIO)-2-FLUOROPHENYL)ACRYLATE